6-[5-(1,2-diazin-3-ylmethyl)-5,6-dihydro-4H-pyrrolo[4,3-c]pyrazol-2-yl]-2-methyl-4-(2-methylpropyl)benzene-1-carbonitrile N1=NC(=CC=C1)CN1CC=2C(=NN(C2)C2=CC(=CC(=C2C#N)C)CC(C)C)C1